3-[3-(1-Hydroxyethyl)-6-[5-[(6-methylpyridazin-3-yl)amino]benzimidazol-1-yl]-2-pyridinyl]furan-2-carbonitrile OC(C)C=1C(=NC(=CC1)N1C=NC2=C1C=CC(=C2)NC=2N=NC(=CC2)C)C2=C(OC=C2)C#N